1-((benzyloxy)carbonyl)-1,2,3,4-tetrahydroquinoline-6-carboxylic acid C(C1=CC=CC=C1)OC(=O)N1CCCC2=CC(=CC=C12)C(=O)O